OC1(C(C(=O)C2=CC=CC=C2)C=CC(=C1)OCCCCCCCC)O 2,2-dihydroxy-4-(octyloxy)benzophenone